Rac-allyl 5-((diethoxyphosphoryl)fluoromethyl)benzo[b]thiophene-2-carboxylate C(C)OP(=O)(OCC)[C@H](C1=CC2=C(SC(=C2)C(=O)OCC=C)C=C1)F |r|